NC1=NC=CC(=C1)C1=C(N=CN1CC(=O)N1CCOCC1)C1=CC=C(C=C1)F 2-[5-(2-aminopyridin-4-yl)-4-(4-fluorophenyl)-1H-imidazol-1-yl]-1-(morpholin-4-yl)ethan-1-one